4-(4-((1R,5S)-3,8-diazabicyclo[3.2.1]oct-3-yl)-8-fluoro-2-(1,7-diazaspiro[4.4]nonan-7-yl)quinazolin-7-yl)-5-fluoronaphthalene-2-ol [C@H]12CN(C[C@H](CC1)N2)C2=NC(=NC1=C(C(=CC=C21)C2=CC(=CC1=CC=CC(=C21)F)O)F)N2CC1(CCCN1)CC2